tert-butyl (2R)-2-{[(tert-butoxycarbonyl)(cyclopentylmethyl)amino]methyl}-4-fluoro-6-hydroxy-5-(1,1,4-trioxo-1λ6,2,5-thiadiazolidin-2-yl)-2,3-dihydro-1H-indole-1-carboxylate C(C)(C)(C)OC(=O)N(CC1CCCC1)C[C@@H]1N(C2=CC(=C(C(=C2C1)F)N1S(NC(C1)=O)(=O)=O)O)C(=O)OC(C)(C)C